(R)-2-amino-3-(3-fluoro-5-(1-methylcyclopropyl)benzamido)propanoic acid N[C@@H](C(=O)O)CNC(C1=CC(=CC(=C1)C1(CC1)C)F)=O